N-hydroxyethyl-3,3-dimethyl-6-nitroindolinespiropyran OCCN1C2=CC(=CC=C2C(C12OC=CC=C2)(C)C)[N+](=O)[O-]